CC1=CC(=CC(=C1SC2=C(C=C(C=C2C)Cl)O)O)Cl 2,2'-DIHYDROXY-3,3'-DIMETHYL-5,5'-DICHLORODIPHENYL SULFIDE